1-phenyl-2,8-bis(trifluoromethyl)-1H-benzo[de][1,8]naphthyridine C1(=CC=CC=C1)N1C(=CC2=C3C(C=C(N=C13)C(F)(F)F)=CC=C2)C(F)(F)F